C(C)SC=1C(=NN(C1O)C)C(=O)OCC ethyl 4-(ethylthio)-5-hydroxy-1-methyl-1H-pyrazole-3-carboxylate